N1=CN=C(C2=C1NC=C2)C2=CN(C=C2)C2(CN(C2)C2CCN(CC2)C(C2=CC(=CC=C2)C(F)(F)F)=O)CC#N (3-[3-(7H-pyrrolo[2,3-d]pyrimidin-4-yl)-1H-pyrrol-1-yl]-1-{1-[3-(trifluoromethyl)benzoyl]piperidin-4-yl}azetidin-3-yl)acetonitrile